N1C=NC2=C1CCOC2 1,4,6,7-tetrahydropyrano[3,4-d]imidazole